C(C)(C)(C)OC(=O)N1[C@@H](CC(C1)CO)C(=O)O |r| Rac-(2S)-1-tert-Butoxycarbonyl-4-(hydroxymethyl)pyrrolidine-2-carboxylic acid